C1(=CC=CC=C1)C1=C=C=C(C#CC(=C=C=C(C#CC(=C=C=C(C#C1)C1=CC=CC=C1)C#CC1=CC=C(N)C=C1)C1=CC=CC=C1)C1=CC=CC=C1)C#CC1=CC=C(N)C=C1 4,4'-((4,7,13,16-tetraphenylcyclooctadeca-1,2,3,7,8,9,13,14,15-nonaen-5,11,17-triyne-1,10-diyl)bis(ethyne-2,1-diyl))dianiline